ClC1=C(C(=C(C=C1C)C)Cl)C dichloro(mesitylene)